CC(C)(C)OC(=O)N(C)CCCCCBr [(5-bromopentyl)(methyl)amino]methanoic acid-2-methylpropan-2-yl ester